COC(C1=CC(=CC=C1)C1=NC2=C(N1CC1=CC(=CC=C1)C(=O)OC)C=CC=C2Br)=O 3-(4-bromo-1-(3-(methoxycarbonyl)benzyl)-1H-benzo[d]Imidazol-2-yl)benzoic acid methyl ester